4-bromo-1,3-benzothiazol BrC1=CC=CC2=C1N=CS2